tert-butyl 4-((1-(3-(2,6-bis(benzyloxy)pyridin-3-yl)-1-methyl-1H-indazol-6-yl)piperidin-4-yl)oxy)piperidine-1-carboxylate C(C1=CC=CC=C1)OC1=NC(=CC=C1C1=NN(C2=CC(=CC=C12)N1CCC(CC1)OC1CCN(CC1)C(=O)OC(C)(C)C)C)OCC1=CC=CC=C1